6-methyl-1,3,5-triazin-2-amin CC1=NC=NC(=N1)N